CS(=O)(=O)C1=C2C(C(=NN(C2=CC=C1)C1=CC=C(C=C1)OC(F)(F)F)C(=O)OC1COCC1)=O tetrahydrofuran-3-yl 5-methylsulfonyl-4-oxo-1-[4-(trifluoromethoxy)phenyl]cinnoline-3-carboxylate